C1(=CC=CC=C1)N1N=CC(=C1)CN1CCC2(CC1)OC(C1=CC=C(C=C12)C=C)C#N 1'-[(1-phenylpyrazol-4-yl)methyl]-5-vinyl-spiro[1H-isobenzofuran-3,4'-piperidine]-1-carbonitrile